2-[6-[[1-(trifluoromethyl)pyrazol-4-yl]methyl]-2-azaspiro[3.3]heptane-2-carbonyl]-8-oxa-2,5-diazaspiro[3.5]nonan-6-one FC(N1N=CC(=C1)CC1CC2(CN(C2)C(=O)N2CC3(C2)NC(COC3)=O)C1)(F)F